tert-butyl (1-acetylpiperidin-4-yl)((2'-(3-amino-2-methylphenyl)-3'-chloro-6-methoxy-[2,4'-bipyridin]-5-yl)methyl)carbamate C(C)(=O)N1CCC(CC1)N(C(OC(C)(C)C)=O)CC=1C=CC(=NC1OC)C1=C(C(=NC=C1)C1=C(C(=CC=C1)N)C)Cl